[Si](C1=CC=CC=C1)(C1=CC=CC=C1)(C(C)(C)C)OC1C(C(C(C1)=CN(C)C)=O)(C)C 3-((tert-butyldiphenylsilyl)oxy)-5-((dimethylamino)methylene)-2,2-dimethylcyclopentane-1-one